3-(5-(7-((1-(4-((3R,4S)-3-(2-fluorophenyl)-7-hydroxychroman-4-yl)phenyl)piperidin-4-yl)methyl)-2,7-diazaspiro[3.5]nonane-2-yl)-1-oxoisoindol-2-yl)piperidin-2,6-dione FC1=C(C=CC=C1)[C@@H]1COC2=CC(=CC=C2[C@@H]1C1=CC=C(C=C1)N1CCC(CC1)CN1CCC2(CN(C2)C=2C=C3CN(C(C3=CC2)=O)C2C(NC(CC2)=O)=O)CC1)O